D-galactopyranosyl-(1-2)-α-D-xylopyranose C1([C@H](O)[C@@H](O)[C@@H](O)[C@H](O1)CO)O[C@H]1[C@@H](O)OC[C@H]([C@@H]1O)O